4-(4-(benzyloxy)phenyl)-2-chloropyrimidine C(C1=CC=CC=C1)OC1=CC=C(C=C1)C1=NC(=NC=C1)Cl